N-(4-((2-(1,1-difluoroethyl)pyrimidin-4-yl)amino)-5-(5,6-dihydro-4H-pyrrolo[3,4-d]thiazol-2-yl)pyridin-2-yl)acetamide FC(C)(F)C1=NC=CC(=N1)NC1=CC(=NC=C1C=1SC2=C(N1)CNC2)NC(C)=O